2H-tetrazol-5-amine N=1NN=NC1N